rac-(1R,2S,4R,6R)-2-(4-bromophenyl)-4-(cyclopropylmethoxy)-6-((2-fluoro-4-(trifluoromethyl)phenyl)carbamoyl)cyclohexane-1-carboxylic acid BrC1=CC=C(C=C1)[C@@H]1[C@H]([C@@H](C[C@@H](C1)OCC1CC1)C(NC1=C(C=C(C=C1)C(F)(F)F)F)=O)C(=O)O |r|